C(C)OC=1N=CC(=NC1CC)C(=O)N 5-ethoxy-6-ethylpyrazine-2-carboxamide